ClC=1C=C2C(C(CSC2=CC1)N(C)C)=O 6-chloro-3-(dimethylamino)thiochroman-4-one